FC=1C=C(C=CC1)N1CC(C1)C=1C=C2CCC(C2=CC1)N1CC(C1)C(=O)O 1-(5-(1-(3-fluorophenyl)azetidin-3-yl)-2,3-dihydro-1H-inden-1-yl)azetidine-3-carboxylic acid